undecylamidopropyl-trimethyl-ammonium C(CCCCCCCCCC)(=O)NCCC[N+](C)(C)C